C(C)[C@]1([C@H](CC(O1)N1C(NC(C(=C1)OC)=O)=O)O)CO 1-((4S,5R)-5-ethyl-4-hydroxy-5-(hydroxymethyl)tetrahydrofuran-2-yl)-5-methoxypyrimidine-2,4(1H,3H)-dione